2,6-di-tert-butyl-4-methylphenylboric acid C(C)(C)(C)C1=C(C(=CC(=C1)C)C(C)(C)C)OB(O)O